FC(C1=CC=C(C=C1)C1=CC(=NN1)C1CCNCC1)(F)F 4-(5-(4-(trifluoromethyl)phenyl)-1H-pyrazol-3-yl)piperidine